1-Butyl-3-Methylpiperidinium chlorid [Cl-].C(CCC)[NH+]1CC(CCC1)C